ClC1=C(C=C(C=C1)F)C1NC(C=2C3=C(C=C(C12)C1=C(C(=O)N)C=C(C=C1F)C(F)(F)F)C(=CC=C3)C#N)=O (3-(2-chloro-5-fluorophenyl)-6-cyano-1-oxo-2,3-dihydro-1H-benzo[e]isoindol-4-yl)-3-fluoro-5-(trifluoromethyl)benzamide